NC=1C2=C(N=CN1)N(C(=C2C=2C=NN(C2)CC2CCNCC2)C2CN(CC2)C(C=C)=O)C 1-(3-(4-amino-7-methyl-5-(1-(piperidin-4-ylmethyl)-1H-pyrazol-4-yl)-7H-pyrrolo[2,3-d]pyrimidin-6-yl)pyrrolidin-1-yl)prop-2-en-1-one